3-hydroxypropanesulfonic acid 4-propylpyridine salt C(CC)C1=CC=NC=C1.OCCCS(=O)(=O)O